3-((2-chloro-4-(trifluoromethyl)phenyl)amino)-4-((4-(5-(chlorodifluoromethyl)-1,2,4-oxadiazol-3-yl)phenyl)amino)cyclobut-3-ene-1,2-dione ClC1=C(C=CC(=C1)C(F)(F)F)NC=1C(C(C1NC1=CC=C(C=C1)C1=NOC(=N1)C(F)(F)Cl)=O)=O